(S)-3-((t-butoxycarbonyl)amino)-4-(((R)-1-methoxy-3-((methyl-d3)thio)-1-oxopropan-2-yl)amino)-4-oxobutanoic acid methyl ester COC(C[C@@H](C(=O)N[C@H](C(=O)OC)CSC([2H])([2H])[2H])NC(=O)OC(C)(C)C)=O